N=1N(N=CC1)C1=C(C=C(C=N1)NC(=O)C1=C(C=C(C=C1)C1=C(C=C(C=C1)F)N)I)C(F)(F)F N-(6-(2H-1,2,3-triazol-2-yl)-5-(trifluoromethyl)pyridin-3-yl)-2'-amino-4'-fluoro-3-iodo-[1,1'-biphenyl]-4-carboxamide